2-(5-bromo-4-methyl-2-oxopyridin-1(2H)-yl)-4-methylpentanoic acid methyl ester COC(C(CC(C)C)N1C(C=C(C(=C1)Br)C)=O)=O